5-(4-methoxy-1,3,5-triazin-2-yl)-2-(6-(methyl((1R,3S,5S)-1-methyl-8-azabicyclo[3.2.1]octan-3-yl)amino)pyridazin-3-yl)phenol COC1=NC(=NC=N1)C=1C=CC(=C(C1)O)C=1N=NC(=CC1)N([C@@H]1C[C@]2(CC[C@@H](C1)N2)C)C